C(C)[C@@]1(C(N(C(N1)=O)C1=NC=C(N=C1)OC1=CC=CC2=C1C1(CC1)CO2)=O)C (5R)-5-Ethyl-5-methyl-3-(5-spiro[2H-benzofuran-3,1'-cyclopropane]-4-yloxypyrazin-2-yl)imidazolidine-2,4-dione